COC1=C(CNC2=NC=CC(=C2F)B(O)O)C=CC(=C1)OC (2-((2,4-dimethoxybenzyl)amino)-3-fluoropyridin-4-yl)boronic acid